[NH3+]C1=C(C(O)=CC=C1)O ammoniocatechol